[I].C[Pb] methyl-lead iodine